2-cyclopropyl-7-fluoro-N-[4-(4-methylsulfonyl-2-thienyl)-5-(trifluoromethyl)pyrimidin-2-yl]-3,4-dihydro-1H-isoquinolin-6-amine C1(CC1)N1CC2=CC(=C(C=C2CC1)NC1=NC=C(C(=N1)C=1SC=C(C1)S(=O)(=O)C)C(F)(F)F)F